(5-(isopropylthio)-1,3,4-thiadiazol-2-yl)-2-((4-oxo-1-phenyl-4,5-dihydro-1H-pyrazolo[3,4-d]pyrimidin-6-yl)thio)acetamide C(C)(C)SC1=NN=C(S1)C(C(=O)N)SC=1NC(C2=C(N1)N(N=C2)C2=CC=CC=C2)=O